FC1=C(C=CC=C1)C=1C2=C(N=C(N1)N1CC3(CN(C3)C(C=C)=O)CC1)N(CCC2)C 1-(6-(4-(2-fluorophenyl)-8-methyl-5,6,7,8-tetrahydropyrido[2,3-d]pyrimidin-2-yl)-2,6-diazaspiro[3.4]octan-2-yl)-2-propen-1-one